N-{1-Cyclononyl-2-oxo-2-[(2-oxospiro[1H-indole-3,4'-oxane]-6-yl)amino]ethyl}-2-methyl-pyrazole-3-carboxamide C1(CCCCCCCC1)C(C(NC1=CC=C2C(=C1)NC(C21CCOCC1)=O)=O)NC(=O)C=1N(N=CC1)C